CC(C)C1=C(C(=CC(=C1)C=1CNCCC1)C(C)C)CC(=O)NS(=O)(=O)C1=CC=C(C=C1)CN(C)C 2-[2,6-bis(propan-2-yl)-4-(1,2,5,6-tetrahydropyridin-3-yl)phenyl]-N-{4-[(dimethylamino)methyl]benzene-sulfonyl}acetamide